CC1=CC=C(CN2C(C3=CC=CC=C3[C@H]([C@@H]2C=2C=NC(=CC2)C(F)(F)F)C(=O)NC2=CC(=CC=C2)N2CCN(CC2)C)=O)C=C1 (3R,4R)-2-(4-Methylbenzyl)-N-(3-(4-methylpiperazin-1-yl)phenyl)-1-oxo-3-(6-(trifluoromethyl)pyridin-3-yl)-1,2,3,4-tetrahydroisochinolin-4-carboxamid